S(OC1=CC=C(C=C1)OCC1=CC=C(C=C1)C(N(C)CC1=CC=CC=C1)=O)(=O)(=O)F 4-((4-(benzyl(methyl)carbamoyl)benzyl)oxy)phenyl sulfurofluoridate